C(C)(=O)OCCC=CCC 3-hexen-1-yl acetate